C1(CC1)C=1C=C2C=C(C(N(C2=NC1)CC1=CC=C(C=C1)F)=O)C(=O)O 6-cyclopropyl-1-(4-fluorophenylmethyl)-2-oxo-1,2-dihydro-1,8-naphthyridine-3-carboxylic acid